OCC=1C=C(C(=O)N[C@@H](CCO[C@@H]2C[C@H](C2)CCC2=NC=3NCCCC3C=C2)C(=O)O)C=CC1 N-(3-(hydroxymethyl)benzoyl)-O-(trans-3-(2-(5,6,7,8-tetrahydro-1,8-naphthyridin-2-yl)ethyl)cyclobutyl)homoserine